(2-((2,4-diisopropoxybenzyl)amino)-5-fluorophenyl)(4-(4-(dimethylamino)benzyl)piperazin-1-yl)methanone C(C)(C)OC1=C(CNC2=C(C=C(C=C2)F)C(=O)N2CCN(CC2)CC2=CC=C(C=C2)N(C)C)C=CC(=C1)OC(C)C